2-p-methoxyphenyl-5-phenyl-1,3,4-oxadiazole COC1=CC=C(C=C1)C=1OC(=NN1)C1=CC=CC=C1